C(C1CO1)C=1C(=C(C=CC1N)C1=C(C(=C(C(=C1CC1CO1)CC1CO1)N)CC1CO1)C)C tetraglycidyl-2,2'-dimethyl-4,4'-diaminobiphenyl